(S)-N-(4-(2-(2-(methoxymethyl)pyrrolidin-1-yl)-2-oxoethyl)-1-phenyl-1H-imidazol-2-yl)-3-(1H-pyrazol-4-yl)benzamide COC[C@H]1N(CCC1)C(CC=1N=C(N(C1)C1=CC=CC=C1)NC(C1=CC(=CC=C1)C=1C=NNC1)=O)=O